(2-(1H-pyrazol-4-yl)-4-(2-(6-(trifluoromethyl)imidazo[1,2-a]pyridin-3-yl)pyrimidin-4-yl)piperazin-1-yl)(3,5-dimethylisoxazol-4-yl)methanone N1N=CC(=C1)C1N(CCN(C1)C1=NC(=NC=C1)C1=CN=C2N1C=C(C=C2)C(F)(F)F)C(=O)C=2C(=NOC2C)C